(R)-2-(((1,4-dioxan-2-yl)methyl)amino)-9-(allyloxy)-6,7-dihydro-4H-pyrimido[6,1-a]Isoquinolin-4-one O1[C@@H](COCC1)CNC1=NC(N2C(C3=CC=C(C=C3CC2)OCC=C)=C1)=O